undecyl-benzene sodium [Na].C(CCCCCCCCCC)C1=CC=CC=C1